Cyclopropyl (S)-3-(4-(difluoromethyl)-2-(3-(3-fluoro-4-methylphenyl)-3-(1,2,4-thiadiazol-5-yl)pyrrolidine-1-carboxamido)phenoxy)azetidine-1-carboxylate FC(C1=CC(=C(OC2CN(C2)C(=O)OC2CC2)C=C1)NC(=O)N1C[C@@](CC1)(C1=NC=NS1)C1=CC(=C(C=C1)C)F)F